4-(acryloyloxy)benzoic acid C(C=C)(=O)OC1=CC=C(C(=O)O)C=C1